N-(3-chloro-5-methanesulfonamidophenyl)-4-{3-fluoro-5-[3-(trifluoromethyl)azetidin-1-yl]pyridin-2-yl}-5-methylthiophene-2-carboxamide ClC=1C=C(C=C(C1)NS(=O)(=O)C)NC(=O)C=1SC(=C(C1)C1=NC=C(C=C1F)N1CC(C1)C(F)(F)F)C